(2-sulfonylethoxy) propyl-vinyl ether C(CC)C=COOCC=S(=O)=O